C(C)(C)C1CCC(CC1)OC=1C=C2C=CC(=CC2=CC1)CN1CCCCC1 1-((6-(4-Isopropylcyclohexyloxy)naphthalen-2-yl)methyl)piperidin